CCCCCCCCCCCCCC(=O)O[C@@H]1[C@H]([C@]2([C@@H](C=C(C[C@]3([C@H]2C=C(C3=O)C)O)CO)[C@H]4[C@@]1(C4(C)C)OC(=O)C)O)C The molecule is a phorbol ester that is phorbol in which the hydroxy groups at the cyclopropane ring juction (position 13) and the adjacent carbon (position 12) have been converted into the corresponding acetate and myristate esters. It has a role as a protein kinase C agonist and an antineoplastic agent. It is an acetate ester, a tetradecanoate ester, a diester, a tertiary alpha-hydroxy ketone and a phorbol ester.